N-((1R,3S)-3-(4-(4-(3-cyano-4-methoxypyrazolo[1,5-a]pyridin-6-yl)-1H-pyrazol-1-yl)piperidine-1-carbonyl)cyclopentyl)acryl-amide C(#N)C=1C=NN2C1C(=CC(=C2)C=2C=NN(C2)C2CCN(CC2)C(=O)[C@@H]2C[C@@H](CC2)NC(C=C)=O)OC